2-(2H-1,2,3-benzotriazole-2-yl)-4,6-di-tert-pentylphenol N=1N(N=C2C1C=CC=C2)C2=C(C(=CC(=C2)C(C)(C)CC)C(C)(C)CC)O